6-(tert-butyl)-3',6'-dihydro-[2,4'-bipyridine]-1'(2'H)-carboxylic acid tert-butyl ester C(C)(C)(C)OC(=O)N1CCC(=CC1)C1=NC(=CC=C1)C(C)(C)C